benzyl 6-chloro-2'-(difluoromethyl)-5'-methoxy-[4,4'-bipyridine]-3-carboxylate ClC1=CC(=C(C=N1)C(=O)OCC1=CC=CC=C1)C1=CC(=NC=C1OC)C(F)F